2-fluoro-2-methyl-N-(6-(thiazol-5-yl)isoquinolin-3-yl)propanamide FC(C(=O)NC=1N=CC2=CC=C(C=C2C1)C1=CN=CS1)(C)C